C1(=C2N(C=N1)CCC2)C(C(NC=2SC=CN2)=O)N2CC1=C(C=C(C=C1C2=O)C2=CC=C(C=C2)N2CC1(C2)CC(C1)CC(=O)[O-])F 2-[2-[4-[2-[1-(6,7-dihydro-5H-pyrrolo[1,2-c]imidazol-1-yl)-2-oxo-2-(thiazol-2-ylamino)ethyl]-7-fluoro-3-oxo-isoindolin-5-yl]phenyl]-2-azaspiro[3.3]heptan-6-yl]acetate